C(#N)C=1C=C(C=NC1)COC1=C(CN2[C@@H](CCCC2)C(=O)OC(C)(C)C)C=C(C(=C1)\C=C\C=1C(=C(C=CC1)C1=CC=CC=C1)C)C(F)(F)F tert-butyl (S,E)-1-(2-((5-cyanopyridin-3-yl)methoxy)-4-(2-(2-methyl-[1,1'-biphenyl]-3-yl)vinyl)-5-(trifluoromethyl)benzyl)piperidine-2-carboxylate